OC1=CCOC2=CC=C(C=C12)I 4-hydroxy-6-iodo-2H-chromen